FC(C=1C=CC(=NC1)N[C@@H]1CC[C@H](CC1)S(=O)(=O)C1=CC=C(C=C1)C1=CC(=NC=C1)CO)(F)F (4-(4-((trans-4-((5-(trifluoromethyl)pyridin-2-yl)amino)cyclohexyl)sulfonyl)phenyl)pyridin-2-yl)methanol